Caprylamide hemifumarate C(\C=C\C(=O)O)(=O)O.C(CCCCCCC)(=O)N.C(CCCCCCC)(=O)N